2-aminoethanethiol hydrochloride Cl.NCCS